BrC=1C2(C3=CC(=C(C=C3C1)OC)OC)CCC(CC2)(C(=O)OC)NC2=CC(=CC=C2)Cl methyl (1s,4s)-2'-bromo-4-(3-chloroanilino)-5',6'-dimethoxyspiro[cyclohexane-1,1'-indene]-4-carboxylate